2-ethyl-2-[(3-mercapto-1-oxopropoxy)methyl]-1,3-propylene glycol C(C)C(CO)(CO)COC(CCS)=O